methyl 6-((3-(piperidin-3-yl)propyl)amino)picolinate N1CC(CCC1)CCCNC1=CC=CC(=N1)C(=O)OC